N1(CCC1)CC1CN(C2=CC=CC=C12)C1CCN(CC1)[C@@H]1CC[C@@H](CC1)C(C)C 3-(azetidin-1-ylmethyl)-1-(1-(cis-4-isopropylcyclohexyl)piperidin-4-yl)-2H-indole